3-Bromo-1-[3-chloro-4-(2-methoxyethoxy)phenyl]-5-(2-methylprop-1-en-1-yl)pyrazole BrC1=NN(C(=C1)C=C(C)C)C1=CC(=C(C=C1)OCCOC)Cl